(R)-5,5-difluoro-6-methyl-2-prop-2-enoyl-2,7-diazaspiro[3.5]nonane-7-carboxylate FC1(C2(CN(C2)C(C=C)=O)CCN([C@@H]1C)C(=O)[O-])F